FC1=C(CNC2=NC(N3C(N4[C@@H](COCC4)C3)=C2)=O)C=CC=C1F (R)-7-((2,3-difluorobenzyl)amino)-3,4,11,11a-tetrahydropyrimido[6',1':2,3]imidazo[5,1-c][1,4]oxazin-9(1H)-one